C(C)(C)(C)OC(=O)N1CCC(CC1)C=1C=C(C=2N(C1)C=C(N2)C=2C=C(C=1N(N2)C=C(N1)C)C)F 4-[2-(2,8-dimethylimidazo[1,2-b]pyridazin-6-yl)-8-fluoro-imidazo[1,2-a]pyridin-6-yl]piperidine-1-carboxylic acid tert-butyl ester